OC=1C=NC(=NC1)NC(=O)N1CCN(CC1)C1=NC(=CC=C1)C(F)(F)F N-(5-hydroxypyrimidin-2-yl)-4-(6-(trifluoromethyl)-pyridin-2-yl)piperazine-1-carboxamide